(S)-1-Benzyl-N-(2-((3,3-difluoropyrrolidin-1-yl)methyl)-4-methyl-5-oxo-5,6,7,8-tetrahydro-4H-pyrazolo[1,5-a][1,3]diazepin-6-yl)-1H-1,2,4-triazol-3-carboxamid C(C1=CC=CC=C1)N1N=C(N=C1)C(=O)N[C@@H]1C(N(C=2N(CC1)N=C(C2)CN2CC(CC2)(F)F)C)=O